ethyl 1-({[(4-methoxyphenyl)methyl]carbamoyl}methyl)-4-nitro-1H-pyrrole-2-carboxylate COC1=CC=C(C=C1)CNC(=O)CN1C(=CC(=C1)[N+](=O)[O-])C(=O)OCC